N[C@@H](CCC(NCCOCCOCCOCCOCCOCCOCCC(NC(COCC#C)(COCC#C)COCC#C)=O)=O)C(=O)OC(C)(C)C tert-butyl (S)-33-amino-8,30-dioxo-6,6-bis((prop-2-yn-1-yloxy)methyl)-4,11,14,17,20,23,26-heptaoxa-7,29-diazatetratriacont-1-yn-34-oate